iodo-2-ethyl acrylate C(C=C)(=O)OC(C)I